C/C(/CCC=O)=C\C1=CC(=CC=C1)C (4E)-4-methyl-5-(3-methylphenyl)-4-pentenal